N-[(4-{6-amino-9-[1'-(azetidin-3-yl)-[1,4'-bipiperidin]-4-yl]-8-oxopurin-7-yl}phenyl)methyl]-4-fluoro-2-methoxybenzamide NC1=C2N(C(N(C2=NC=N1)C1CCN(CC1)C1CCN(CC1)C1CNC1)=O)C1=CC=C(C=C1)CNC(C1=C(C=C(C=C1)F)OC)=O